FC(C1=NC=CC(=C1)OCC12CC(C1)(C2)COC=2C=C1N(C(N2)=O)CC2N1COC2)(F)F 6-((3-(((2-(trifluoromethyl)pyridin-4-yl)oxy)methyl)bicyclo[1.1.1]pentan-1-yl)methoxy)-10,10a-dihydro-1H-oxazolo[3',4':3,4]imidazo[1,2-c]pyrimidin-8(3H)-one